CC1(C=CC(C1C(=O)OC(C)(C)C)=O)C tert-butyl 5,5-dimethyl-2-oxo-3-cyclopentene-1-carboxylate